OCOS[O-].[Na+] Sodium hydroxymethylsulfoxylate